C1=CC=CC=2NC3=CC=CC=C3NC12 5,10-dihydrophenazine